Cl.Cl.ClC=1C=C(C=CC1)[C@@H](C)N(CCN)CC (R)-N1-(1-(3-chlorophenyl)ethyl)-N1-ethyl-ethane-1,2-diamine dihydrochloride